racemic-4-{1-(cyclopropylmethyl)-4-methoxy-5-[(6-{4-[1-methoxyethyl]-3,5-dimethyl-1H-pyrazol-1-yl}pyrimidin-4-yl)amino]-1H-pyrazol-3-yl}benzonitrile C1(CC1)CN1N=C(C(=C1NC1=NC=NC(=C1)N1N=C(C(=C1C)[C@@H](C)OC)C)OC)C1=CC=C(C#N)C=C1 |r|